[Cl-].C[N+]1=CNC=2C1=NC=CC2 3-methyl-1H-imidazo[4,5-b]pyridin-3-ium chloride